C1(CC1)N1C=C(C(C2=CC(=C(C=C12)N1CCN(CC1)CC1=CC=C(C=C1)CO)F)=O)C(=O)O 1-cyclopropyl-6-fluoro-7-(4-(4-(hydroxymethyl)benzyl)piperazin-1-yl)-4-oxo-1,4-dihydroquinoline-3-carboxylic acid